COC=1C=C(C=CC1OC)C1=NN2C(N=CC3=CC=CC=C23)=C1 (3,4-dimethoxyphenyl)pyrazolo[1,5-a]Quinazoline